6,6-Dimethyl-2-(2-methyloctan-2-yl)-6a,7,10,10a-tetrahydrobenzo[c]chromen-1-ol CC1(OC=2C=CC(=C(C2C2C1CC=CC2)O)C(C)(CCCCCC)C)C